tert-butyl N-[4-(4-fluorophenyl)-2-[[4-[(6-methoxy-3-pyridyl)sulfonimidoyl]benzoyl]amino]phenyl]carbamate FC1=CC=C(C=C1)C1=CC(=C(C=C1)NC(OC(C)(C)C)=O)NC(C1=CC=C(C=C1)S(=O)(=N)C=1C=NC(=CC1)OC)=O